tert-butyl (S)-5-amino-3,3-difluoropiperidine-1-carboxylate N[C@H]1CC(CN(C1)C(=O)OC(C)(C)C)(F)F